METHYL (3R)-3-AMINO-3-(6-FORMYL(3-PYRIDYL))PROPANOATE N[C@H](CC(=O)OC)C=1C=NC(=CC1)C=O